FC(F)(F)C1=C(C=CC=C1)C1=CC=C(C=C1)C1=CC=CC=C1 4-(trifluoromethylphenyl)-1,1'-biphenyl